2-[(2-chloro-5-pyrimidin-5-yl-phenyl)methylamino]-5-propyl-4H-[1,2,4]triazolo[1,5-a]pyrimidin-7-one ClC1=C(C=C(C=C1)C=1C=NC=NC1)CNC1=NN2C(NC(=CC2=O)CCC)=N1